C1(=CC=CC2=CC=CC=C12)S(=O)[O-].[Sr+2].C1(=CC=CC2=CC=CC=C12)S(=O)[O-] strontium naphthalenesulphinate